(3R,9S)-3-(cyclopropyl(methyl)amino)-9-ethyl-5-fluoro-9-hydroxy-2,3,12,15-tetrahydro-1H,7H,13H-pyrano[3',4':6,7]indolizino[2,1-b]pyrido[3,2,1-ij]quinoline-7,10,13(9H)-trione C1(CC1)N([C@@H]1CCN2C3=C(C(C4=CC(=CC1=C24)F)=O)C2=CC4=C(C(N2C3)=O)COC([C@]4(O)CC)=O)C